N1=C(N=CC2=C1OCCO2)/C=C/C(=O)OCC ethyl (E)-3-(6,7-dihydro-[1,4]dioxino[2,3-d]pyrimidin-2-yl)acrylate